O-(2-oxo-1(2H)pyridyl)-N,N,N',N'-Tetramethyluronium Hexafluorophosphate F[P-](F)(F)(F)(F)F.O=C1N(C=CC=C1)OC(=[N+](C)C)N(C)C